1-(carboxymethyl)-4-(2-((phenylmethyl)sulfonamido)-4-(4-(4-((5-(trifluoromethyl)-pyridin-2-yl)oxy)phenyl)piperidine-1-carbonyl)phenyl)piperazin-1-ium chloride [Cl-].C(=O)(O)C[NH+]1CCN(CC1)C1=C(C=C(C=C1)C(=O)N1CCC(CC1)C1=CC=C(C=C1)OC1=NC=C(C=C1)C(F)(F)F)NS(=O)(=O)CC1=CC=CC=C1